BrCC1=CSC=C1C 3-(bromomethyl)-4-methylthiophene